C=1N=CN2C1C1=CC=CC=C1[C@@H]2C2CCN1C=CC=C1C2O 7-((s)-5H-imidazo[5,1-a]isoindol-5-yl)-5,6,7,8-tetrahydroindolizin-8-ol